N-(2-((1r,4r)-4-formylcyclohexyl)-5-(2-hydroxypropan-2-yl)benzo[d]oxazol-6-yl)-2-methyl-oxazole-4-carboxamide tert-Butyl(4-(4-(chloromethyl)phenyl)but-3-yn-1-yl)carbamate C(C)(C)(C)N(C(O)=O)CCC#CC1=CC=C(C=C1)CCl.C(=O)C1CCC(CC1)C=1OC2=C(N1)C=C(C(=C2)NC(=O)C=2N=C(OC2)C)C(C)(C)O